BrC=1C=NN2C=NC(=CC21)C(=O)N(C)C=2C=CC(=C(C(=O)OC)C2)Cl Methyl 5-(3-bromo-N-methylpyrazolo[1,5-c]pyrimidine-5-carboxamido)-2-chlorobenzoate